β-(3,4-epoxycyclohexyl)ethyldiethoxymethylsilane C1(CC2C(CC1)O2)CC[SiH2]C(OCC)OCC